2-[1-[4-[3-(cyclobutoxy)-2-methyl-phenyl]-2,6-difluoro-phenyl]-4-piperidinyl]acetic acid C1(CCC1)OC=1C(=C(C=CC1)C1=CC(=C(C(=C1)F)N1CCC(CC1)CC(=O)O)F)C